O\C(=C(/C(=O)O)\O)\C(=O)O dihydroxyfumaric acid